NC1=C2N=CN(C2=NC=N1)CC(=O)N1C2CC2CC1 2-(2-(6-amino-9H-purin-9-yl)acetyl)-2-azabicyclo[3.1.0]hexane